methyl 1-(7-(2-amino-3-cyano-7-fluorobenzo[b]thiophen-4-yl)-6-chloro-8-fluoro-2-(((2R,7aS)-2-fluorotetrahydro-1H-pyrrolizin-7a(5H)-yl)methoxy)quinazolin-4-yl)azepane-3-carboxylate NC1=C(C2=C(S1)C(=CC=C2C2=C(C=C1C(=NC(=NC1=C2F)OC[C@]21CCCN1C[C@@H](C2)F)N2CC(CCCC2)C(=O)OC)Cl)F)C#N